C1(CC1)C1=NC=NC(=C1C=1N=CC2=C(N(C(OC2(C)C)=O)CC2=CC(=C(C=C2)C=2N(C=C(N2)C(F)(F)F)CC)F)N1)OC 7-(4-cyclopropyl-6-methoxypyrimidin-5-yl)-4,4-dimethyl-1-(3-fluoro-4-(1-ethyl-4-(trifluoromethyl)-1H-imidazol-2-yl)benzyl)-1,4-dihydro-2H-pyrimido[4,5-d][1,3]oxazin-2-one